2-(4-vinylphenyl)thiophene C(=C)C1=CC=C(C=C1)C=1SC=CC1